C(CCCCCCC)CC(=O)O octyl-acetic acid